CN1CCN(CC1)C(=O)C1=CC(=CN1)C1=NC(=NC=C1C(F)(F)F)N[C@@H]1CNCCC1 4-[5-(4-methylpiperazine-1-carbonyl)-1H-pyrrol-3-yl]-N-[(3S)-piperidin-3-yl]-5-(trifluoromethyl)pyrimidin-2-amine